tert-butyl (3S)-9-cyano-10-(((Z)-(dimethylamino) methylene) amino)-2,3,5,6-tetrahydro-4H-3,7-methanobenzo[b][1,4,7]oxadiazonine-4-carboxylate C(#N)C1=CC2=C(OC[C@H]3N(CCN2C3)C(=O)OC(C)(C)C)C=C1\N=C/N(C)C